NC1=CC(=C(C=N1)C=O)C 6-AMINO-4-METHYL-3-PYRIDINECARBOXALDEHYD